tridecafluoro-n-octyl-acrylic acid FC(C(C(C(C(C(C(=O)O)=C)(F)F)(F)F)(F)F)(F)F)(CCC(F)(F)F)F